(E)-3-((2-Chlorostyryl)thio)pyridazine ClC1=C(/C=C/SC=2N=NC=CC2)C=CC=C1